(1s,4s)-4-((2-(difluoromethoxy)-4-fluorophenyl)carbamoyl)-4-(2-isopropylphenyl)cyclohexane-1-carboxylic acid FC(OC1=C(C=CC(=C1)F)NC(=O)C1(CCC(CC1)C(=O)O)C1=C(C=CC=C1)C(C)C)F